C(C)N(C1=CC=CC=C1)C\C=C/C1=CC(=C(C=C1)C1CCCCC1)Cl cis-N-ethyl-N-phenyl-[3-(3-chloro-4-cyclohexylphenyl)allyl]amine